2-iodobutane IC(C)CC